C1(=CC=CC=C1)[C@@H]1CCC=2N1N=C(N2)C(=O)O (S)-5-phenyl-6,7-dihydro-5H-pyrrolo[1,2-b][1,2,4]triazole-2-carboxylic acid